2-(Pyridin-4-ylmethyl)-2H-indazol-5-amine N1=CC=C(C=C1)CN1N=C2C=CC(=CC2=C1)N